methyl 2-((1s,4s)-4-hydroxycyclohexyl)-8-(naphthalen-1-ylmethyl)-6-oxo-9-(3-(trifluoromethyl)phenyl)-7-vinyl-3,4-dihydro-2H,6H-pyrido[1,2-e][1,2,5]thiadiazine-4-carboxylate 1,1-dioxide OC1CCC(CC1)N1S(C=2N(C(C1)C(=O)OC)C(C(=C(C2C2=CC(=CC=C2)C(F)(F)F)CC2=CC=CC1=CC=CC=C21)C=C)=O)(=O)=O